4,6-dimethyl-salicylaldehyde CC=1C=C(C(C=O)=C(C1)C)O